Tert-butyl (1-(6-(aminomethyl)pyridin-2-yl)azetidin-3-yl)(methyl)carbamate NCC1=CC=CC(=N1)N1CC(C1)N(C(OC(C)(C)C)=O)C